Cl.CC1(CN(CCN1)C1=C2C=CN=NC2=C(C=C1)C(=O)NC=1C=C(C=2N(C1)C=C(N2)C)F)C 5-(3,3-dimethylpiperazin-1-yl)-N-[8-fluoro-2-methylimidazo[1,2-a]pyridin-6-yl]cinnoline-8-carboxamide hydrochloride